methyl 4-hydroxy-1-(2-chlorophenyl)-6-oxo-1,6-dihydropyridazine-3-carboxylate OC=1C(=NN(C(C1)=O)C1=C(C=CC=C1)Cl)C(=O)OC